CC(C)=CC 2-Methylbut-2-ene